ClC1=CC=C2C(=CC(=NC2=C1)C1=CC=C(C=C1)CC#N)C(=O)N1CCOCC1 2-(4-(7-chloro-4-(morpholine-4-carbonyl)quinolin-2-yl)phenyl)acetonitrile